O-(6-chlorobenzotriazol-1-yl)-N,N,N',N'-tetramethyluronium tetrafluoroborate [B-](F)(F)(F)F.CN(C)C(=[N+](C)C)ON1C2=C(C=CC(=C2)Cl)N=N1